[O-2].[Tl+].[Na+] sodium-thallium oxide